OC1(CCN(CC12CCCC2)C(=O)OC(C)(C)C)CN2CC=1N(CC2=O)C=CN1 tert-Butyl 10-hydroxy-10-((6-oxo-5,6-dihydroimidazo[1,2-a]pyrazin-7(8H)-yl)methyl)-7-azaspiro[4.5]decane-7-carboxylate